N1N=CC(=C1)C1=CC=C(C=C1)NC1=NC(=NN1C)C1=CC=C(C(=O)NCC(F)(F)F)C=C1 4-(5-((4-(1H-Pyrazol-4-yl)phenyl)amino)-1-methyl-1H-1,2,4-triazol-3-yl)-N-(2,2,2-trifluoroethyl)benzamide